methyl-ethyl-diiodosilane C[Si](I)(I)CC